FC(C1=NN2C(N=C(C=C2NC[C@](C)(C2=CC=C(C=C2)F)[C@@H]2CN(CC2)C(=O)NCCO)C(F)(F)F)=C1)(F)F (R)-3-((S)-1-((2,5-bis(trifluoromethyl)pyrazolo[1,5-a]pyrimidin-7-yl)amino)-2-(4-fluorophenyl)propan-2-yl)-N-(2-hydroxyethyl)pyrrolidine-1-carboxamide